vinyl-monopropylene glycol C(=C)CC(CO)O